S1C(=CC=C1)C1=NC=CC=C1[Ir](C=1C(=NC=CC1)C=1SC=CC1)C=1C(=NC=CC1)C=1SC=CC1 tris{2-(2-thienyl)pyridyl}iridium